C(C=CC1=CC=CC=C1)=NO (2E)-cinnamaldehyde oxime